5-[3-[[(4S)-1-[(3-aminophenyl)methyl-sulfonyl]-2,2-dimethyl-4-piperidyl]amino]phenyl]-3-(carboxymethoxy)-4-chloro-thiophene-2-carboxylic acid NC=1C=C(C=CC1)CS(=O)(=O)N1C(C[C@H](CC1)NC=1C=C(C=CC1)C1=C(C(=C(S1)C(=O)O)OCC(=O)O)Cl)(C)C